6-methyl-N2-(2,4-difluorophenyl)-N4-(5-cyclopropyl-1H-pyrazol-3-yl)quinazoline-2,4-diamine CC=1C=C2C(=NC(=NC2=CC1)NC1=C(C=C(C=C1)F)F)NC1=NNC(=C1)C1CC1